4-hydroxy-N,N,2-trimethyl-1-[(4-methylphenyl)sulfonyl]-1H-benzo[d]imidazole-6-formamide OC1=CC(=CC=2N(C(=NC21)C)S(=O)(=O)C2=CC=C(C=C2)C)C(=O)N(C)C